2-(2,6-dioxo-3-piperidyl)-4-[4-(4-piperidylmethyl)piperazin-1-yl]isoindoline-1,3-dione trifluoroacetate FC(C(=O)O)(F)F.O=C1NC(CCC1N1C(C2=CC=CC(=C2C1=O)N1CCN(CC1)CC1CCNCC1)=O)=O